CC(=O)O[C@H]1C=COC=C2[C@@H]1N3C(=O)[C@]45CC6=COC=C[C@@H]([C@H]6N4C(=O)[C@@]3(C2)SS5)O The molecule is an organic heterohexacyclic compound with antiviral and antibiotic properties that is isolated from Amauroascus aureus. It has a role as a fungal metabolite and an antiviral agent. It is an organic heterohexacyclic compound, an oxacycle, an organic disulfide, a delta-lactam, an organosulfur heterocyclic compound, an acetate ester, a secondary alcohol, an organonitrogen heterocyclic antibiotic and an organooxygen heterocyclic antibiotic.